4-[[(3S)-1-tert-Butoxycarbonylpyrrolidin-3-yl]amino]-2-chloro-pyrimidine-5-carboxylic acid ethyl ester C(C)OC(=O)C=1C(=NC(=NC1)Cl)N[C@@H]1CN(CC1)C(=O)OC(C)(C)C